2-[4-(4-chlorophenyl)cyclohexylidene]-3,4-dihydroxy-1(2h)-naphthalenone ClC1=CC=C(C=C1)C1CCC(CC1)=C1C(C2=CC=CC=C2C(=C1O)O)=O